OCCCCCNC1=CC=CC=2C(C3=CC=CC=C3C(C12)=O)=O 1-((5-hydroxypentyl)amino)anthracene-9,10-dione